COC1=C(C=CC(=C1)CNC(CCCC\C=C\C(C)C)=O)C(N(CC)CCCC)C(=O)O (E)-2-methoxy-4-((8-methylnon-6-enamido)methyl)phenyl-N-butyl-N-ethylglycine